OC1=C(C(=C(C(=O)N2CC3=CC(=CC=C3C2)C)C(=C1)O)C)C 2-(4,6-Dihydroxy-2,3-dimethylbenzoyl)-6-methylisoindolin